Natrium citrat methyl-γ-linolenate COC(CCCC\C=C/C\C=C/C\C=C/CCCCC)=O.C(CC(O)(C(=O)[O-])CC(=O)[O-])(=O)[O-].[Na+].[Na+].[Na+]